3-[tris-(1-methylethoxy)-silyl]2-methyl-2-propenoic acid CC(C)O[Si](C=C(C(=O)O)C)(OC(C)C)OC(C)C